N1CCC(CC1)C=1C=NN2C1C=CC(=C2)N2CC1(COC1)C2 6-(3-(piperidin-4-yl)pyrazolo[1,5-a]pyridin-6-yl)-2-oxa-6-azaspiro[3.3]heptane